N-[1-acetyl-3-[5-(difluoromethyl)-1,3,4-thiadiazol-2-yl]-6-fluoro-2-oxo-benzimidazol-5-yl]sulfonyl-N-[1-(fluoromethyl)cyclopropyl]acetamide C(C)(=O)N1C(N(C2=C1C=C(C(=C2)S(=O)(=O)N(C(C)=O)C2(CC2)CF)F)C=2SC(=NN2)C(F)F)=O